1,5-anhydro-2,3-dideoxy-3-(((7-(3-fluoro-4-(((2S)-tetrahydrofuran-2-ylmethyl)carbamoyl)-benzyl)-4-methoxy-2,3-dihydro-1H-inden-5-yl)carbonyl)amino)-L-threo-pentitol FC=1C=C(CC=2C=C(C(=C3CCCC23)OC)C(=O)N[C@H]2CCOC[C@@H]2O)C=CC1C(NC[C@H]1OCCC1)=O